3-Methylbutyl-2-phenylethyl ether CC(CCC(COCC(CCC(C)C)C1=CC=CC=C1)C1=CC=CC=C1)C